5-(8-(7-Acetyl-3-ethyl-5,6,7,8-tetrahydroimidazo[1,5-a]pyrazin-1-yl)isoquinolin-3-yl)-N-(4-(2-(2,6-dioxopiperidin-3-yl)-1-oxoisoindolin-4-yl)but-3-yn-1-yl)pyridine-2-sulfonamide C(C)(=O)N1CC=2N(CC1)C(=NC2C=2C=CC=C1C=C(N=CC21)C=2C=CC(=NC2)S(=O)(=O)NCCC#CC2=C1CN(C(C1=CC=C2)=O)C2C(NC(CC2)=O)=O)CC